CN1C(C2(C3=C1C=NC=1C=CC(=CC31)C=3C=C(C(=NC3)OCCNC)NS(=O)(=O)C3=CC=CC=C3)CC2)=O N-(5-(3'-Methyl-2'-oxo-2',3'-dihydrospiro[cyclopropane-1,1'-pyrrolo[2,3-c]quinolin]-8'-yl)-2-(2-(methylamino)ethoxy)pyridin-3-yl)benzenesulfonamide